FC(OC1=CC=C(C=C1)NC1=NC(=NC=N1)NC1=CC=C(C=C1)OC(F)(F)F)(F)F bis(4-trifluoromethoxyphenyl)-1,3,5-triazine-2,4-diamine